FC1=CC=C(OC2=C(C=CC(=C2)B2OC(C(O2)(C)C)(C)C)NS(=O)(=O)CC)C=C1 N-(2-(4-fluorophenoxy)-4-(4,4,5,5-tetramethyl-1,3,2-dioxaborolan-2-yl)phenyl)ethanesulfonamide